2-(6-chloro-3-pyridinyl)-1H-imidazole-4-carbaldehyde ClC1=CC=C(C=N1)C=1NC=C(N1)C=O